FC=1C(=C(C=CC1)NC1=C(NC2=C1C(NCC2)=O)C2=C(C=NC=C2)OC[C@H]2N(CC2)C(=O)OC(C)(C)C)OC tert-butyl (2S)-2-{[(4-{3-[(3-fluoro-2-methoxyphenyl)amino]-4-oxo-1H,5H,6H,7H-pyrrolo[3,2-c]pyridin-2-yl}pyridin-3-yl)oxy]methyl}azetidine-1-carboxylat